COCCN1N=C(C(=C1)B1OC(C(O1)(C)C)(C)C)C 1-(2-methoxyethyl)-3-methyl-4-(4,4,5,5-tetramethyl-1,3,2-dioxaborolan-2-yl)pyrazole